9''H-9,3':9',3'':4'',9'''-quatercarbazole C1=CC=CC=2C3=CC=CC=C3N(C12)C=1C=CC=2N(C3=CC=CC=C3C2C1)C=1C=CC=2NC3=CC=CC=C3C2C1N1C2=CC=CC=C2C=2C=CC=CC12